2-benzyl-8-methoxyimidazo[1,2-c]quinazolin-5-amine C(C1=CC=CC=C1)C=1N=C2N(C(=NC=3C=C(C=CC23)OC)N)C1